1-hydroxyethyl-2-palmityl-imidazoline OC(C)N1C(=NCC1)CCCCCCCCCCCCCCCC